cumyl hydroperoxide C(C)(C)(C1=CC=CC=C1)OO